methyl alpha-hydroxynervonate OC(C(=O)OC)CCCCCCCCCCCC\C=C/CCCCCCCC